C(C)(=O)C1=C(C(=C(OCCCOC2=CC=C(OCC(=O)O)C=C2)C=C1)CCC)O [4-[3-(4-Acetyl-3-hydroxy-2-propylphenoxy)propoxy]phenoxy]acetic acid